3-(Aminomethyl)-6-methyl-4-(trifluoromethyl)-1,2-dihydropyridin-2-one hydrochloride HCl Salt Cl.Cl.NCC=1C(NC(=CC1C(F)(F)F)C)=O